FC1(CNCC12CCC2)F 8,8-difluoro-6-azaspiro[3.4]octane